4,6-dimethoxy-2-((phenoxycarbonyl)amino)-pyrimidine COC1=NC(=NC(=C1)OC)NC(=O)OC1=CC=CC=C1